5-((1-((2-butyramidopyridin-4-yl)methyl)pyrrolidin-3-yl)oxy)-N,6-dimethylpicolinamide C(CCC)(=O)NC1=NC=CC(=C1)CN1CC(CC1)OC=1C=CC(=NC1C)C(=O)NC